ClC1=C(C=C(C=C1)C1=NN(C(=C1C1CCC1)NC(OC1CC(C1)(F)F)=O)C)F 3,3-difluorocyclobutyl (3-(4-chloro-3-fluorophenyl)-4-cyclobutyl-1-methyl-1H-pyrazol-5-yl)carbamate